1-(±)-Ethyl 2-(4-(3-cyanotetrahydrofuran-3-yl)phenyl)pentanoate C(#N)C1(COCC1)C1=CC=C(C=C1)C(C(=O)OCC)CCC